(2-chloro-4-(2-fluorophenoxy)phenyl)(5-ethyl-4-(((3R,6S)-6-(hydroxymethyl)tetrahydro-2H-pyran-3-yl)amino)-1H-pyrrolo[2,3-b]pyridin-3-yl)methanone ClC1=C(C=CC(=C1)OC1=C(C=CC=C1)F)C(=O)C1=CNC2=NC=C(C(=C21)N[C@H]2CO[C@@H](CC2)CO)CC